(1s,4s)-4-(3-chloroanilino)-2'-phenylspiro[cyclohexane-1,1'-indene]-4-carboxylic acid ClC=1C=C(NC2(CCC3(C(=CC4=CC=CC=C34)C3=CC=CC=C3)CC2)C(=O)O)C=CC1